CC=1C=CC(=C(C1)N1/C(/SCC1=O)=N/C(=O)NC1=C(C=C(C=C1)C1=NN(C=N1)C1=CC=C(C=C1)OC(F)(F)F)C)OCCC(F)(F)F (Z)-1-(3-(5-methyl-2-(3,3,3-trifluoropropoxy)phenyl)-4-oxothiazolidin-2-ylidene)-3-(2-methyl-4-(1-(4-(trifluoromethoxy)phenyl)-1H-1,2,4-triazol-3-yl)phenyl)urea